3-(benzofuran-2-yl)-6-methylbenzene-1,2-diamine O1C(=CC2=C1C=CC=C2)C2=C(C(=C(C=C2)C)N)N